(S)-2-((2-(2,6-difluoro-4-(4-(carbomethoxy)oxazol-2-yl)phenyl)-7-methylimidazo[1,2-a]pyridin-3-yl)methyl)morpholine-4-carboxylic acid tert-butyl ester C(C)(C)(C)OC(=O)N1C[C@@H](OCC1)CC1=C(N=C2N1C=CC(=C2)C)C2=C(C=C(C=C2F)C=2OC=C(N2)C(=O)OC)F